tert-butyl (S)-2-(5,5-difluoro-1-(6-(5-(hydroxymethyl)-1-methyl-1H-1,2,3-triazol-4-yl)-2-methylpyridin-3-yl)piperidin-3-yl)acetate FC1(C[C@@H](CN(C1)C=1C(=NC(=CC1)C=1N=NN(C1CO)C)C)CC(=O)OC(C)(C)C)F